ClC1=C(C=CC=C1C=1N=C(C(=NC1)CNCC1CCC(N1)=O)NC)C1=C(C(=CC=C1)C=1N=C(C(=NC1)CNCC1CCC(N1)=O)NC)Cl S'(S)-5,5'-(((((2,2'-dichloro-[1,1'-biphenyl]-3,3'-diyl)bis(3-(methylamino)pyrazine-5,2-diyl))bis(methylene))bis(azanediyl))bis(methylene))bis(pyrrolidin-2-one)